NCCOCCOCCOCCNS(=O)(=O)C1=CC(=CC=C1)[C@@H]1CN(CC2=C(C=C(C=C12)Cl)Cl)C |o1:22| (S or R)-N-(2-(2-(2-(2-aminoethoxy)ethoxy)ethoxy)ethyl)-3-(6,8-dichloro-2-methyl-1,2,3,4-tetrahydroisoquinolin-4-yl)benzenesulfonamide